Tert-butyl (2-(4-bromophenyl)propan-2-yl)(methyl)carbamate BrC1=CC=C(C=C1)C(C)(C)N(C(OC(C)(C)C)=O)C